2-(4-bromophenyl)-4-hydroxy-6-methylnicotinonitrile BrC1=CC=C(C=C1)C1=C(C#N)C(=CC(=N1)C)O